thiazole-5-carboxylic acid cyclopentyl ester C1(CCCC1)OC(=O)C1=CN=CS1